2-(2-Methoxyethoxy)ethyl (S)-2-((S)-2-acetamido-3-(1H-indol-3-yl)propanamido)-6-diazo-5-oxohexanoate C(C)(=O)N[C@H](C(=O)N[C@H](C(=O)OCCOCCOC)CCC(C=[N+]=[N-])=O)CC1=CNC2=CC=CC=C12